Methyl 5-(3-(3-benzoyl-1-((2-(trimethylsilyl)ethoxy)methyl)-1H-1,2,4-triazol-5-yl)phenoxy)-1-((2-(trimethylsilyl)ethoxy)methyl)-1H-indole-4-carboxylate C(C1=CC=CC=C1)(=O)C1=NN(C(=N1)C=1C=C(OC2=C(C=3C=CN(C3C=C2)COCC[Si](C)(C)C)C(=O)OC)C=CC1)COCC[Si](C)(C)C